(S)-3-[[4-[2-[(2,6-dimethylpyrimidin-4-yl)amino]pyrazolo[1,5-a]pyridin-5-yl]-6-methyl-3-pyridyl]oxy]-1,1,1-trifluoro-2-methyl-propan-2-ol CC1=NC(=CC(=N1)NC1=NN2C(C=C(C=C2)C2=C(C=NC(=C2)C)OC[C@@](C(F)(F)F)(O)C)=C1)C